C12(CC3CC(CC(C1)C3)C2)CCN2CCN(CC2)CCCC2=C3C(N(C(=NC3=CC=C2)C)C2C(NC(CC2)=O)=O)=O 3-(5-(3-(4-(2-((3r,5r,7r)-adamantan-1-yl)ethyl)piperazin-1-yl)propyl)-2-methyl-4-Oxoquinazolin-3(4H)-yl)piperidine-2,6-dione